C(C)(C)(C)OC(=O)N[C@H](C(=O)O)CC1=NC(=CC=C1)C=1C=C2C(=C(N(C2=CC1)CC(F)(F)F)C=1C(=NC=CC1)[C@H](C)OC)CC(CO)(C)C (S)-2-((tert-butoxycarbonyl)amino)-3-(6-(3-(3-hydroxy-2,2-dimethylpropyl)-2-(2-((S)-1-methoxyethyl)pyridin-3-yl)-1-(2,2,2-trifluoroethyl)-1H-indol-5-yl)pyridin-2-yl)propanoic acid